C(CCCCCCCCC)OC(CCCCCCCCC\C=C/CCO)OCCCCCCCCCC (3Z)-14,14-didecyloxy-3-tetradecen-1-ol